5-[4-bromo-3-(methoxymethoxy)phenyl]-3-methoxypyridazine BrC1=C(C=C(C=C1)C=1C=C(N=NC1)OC)OCOC